ClC1=C(C(=O)NC(NC2=C(C=CC=C2C)C(C)C)=O)C=C(C(=N1)Cl)F 2,6-dichloro-5-fluoro-N-((2-isopropyl-6-methylphenyl)carbamoyl)nicotinamide